C1(CC1)[C@@H]1C[C@@H](CN(C1)C1=C2C=CC=NC2=C(C=C1)OC)N cis-5-cyclopropyl-1-(8-methoxyquinolin-5-yl)piperidin-3-amine